NC1=NC=2C=CC(=CC2C2=C1COC2)C(=O)N(CC2=NC=C(C=C2)C#C)C(CC#N)C 4-amino-N-(1-cyanoprop-2-yl)-N-((5-ethynylpyridin-2-yl)methyl)-1,3-dihydrofuro[3,4-c]quinoline-8-carboxamide